N2-[5-chloro-1-[3-fluoro-1-(oxetan-3-yl)-4-piperidyl]pyrazol-4-yl]-N4-methyl-5-(trifluoromethyl)pyrimidine-2,4-diamine ClC1=C(C=NN1C1C(CN(CC1)C1COC1)F)NC1=NC=C(C(=N1)NC)C(F)(F)F